O[C@@H]1[C@@H]([C@H]([C@H](O[C@@H]1CO)CC1=CC(=NO1)C(CC(=O)OCC)(C)C)OC)N1N=NC(=C1)C1=CC(=C(C(=C1)F)F)F ethyl 3-(5-(((2R,3R,4S,5R,6R)-5-hydroxy-6-(hydroxymethyl)-3-methoxy-4-(4-(3,4,5-trifluorophenyl)-1H-1,2,3-triazol-1-yl)tetrahydro-2H-pyran-2-yl)methyl)isoxazol-3-yl)-3-methylbutanoate